OC=1C(=C(C(=NC1C)NC(=O)C=1NC2=CC=C(C=C2C1)C(F)(F)F)C)C N-(5-Hydroxy-3,4,6-trimethylpyridin-2-yl)-5-(trifluoromethyl)-1H-indol-2-carboxamid